4-(methylsulfonyl)-2-(6-azaspiro[2.5]octan-6-yl)-N-(5,6,7,8-tetrahydroquinazolin-2-yl)benzamide CS(=O)(=O)C1=CC(=C(C(=O)NC2=NC=3CCCCC3C=N2)C=C1)N1CCC2(CC2)CC1